tert-Butyl N-[6-pent-4-enoyl-2-[5-[2,2,2-trifluoro-1-(2-fluoro-5-iodo-phenyl)-1-hydroxy-ethyl]-1,3,4-oxadiazol-2-yl]-5-(trifluoromethyl)-3-pyridyl]carbamate C(CCC=C)(=O)C1=C(C=C(C(=N1)C=1OC(=NN1)C(C(F)(F)F)(O)C1=C(C=CC(=C1)I)F)NC(OC(C)(C)C)=O)C(F)(F)F